O[C@H](C(=O)OC)C1=CC=CC=C1 methyl (S)-α-hydroxyphenylacetate